N(=[N+]=[N-])C[C@H](C1=CC(=CC=C1)Cl)NC(=O)C=1N=CN(C1)C1=NC(=NC=C1C)NC1CC(C1)(F)F (S)-N-(2-azido-1-(3-chlorophenyl)ethyl)-1-(2-((3,3-difluorocyclobutyl)amino)-5-methyl-pyrimidin-4-yl)-1H-imidazole-4-amide